1-[4-(phenylthio)phenyl]-heptane-1,2-dione 2-(O-phenacyl oxime) C(C(=O)C1=CC=CC=C1)ON=C(C(=O)C1=CC=C(C=C1)SC1=CC=CC=C1)CCCCC